CC1=CC=C(C=C1)S(=O)(=O)OC1CNCCC1 piperidin-3-yl 4-methylbenzenesulfonate